3-tert-Butyl-[1,2,4]oxadiazole-5-carboxylic acid {6-[2-(1,5-dimethyl-1H-pyrazol-4-yl)-3H-imidazo[4,5-b]pyridin-7-yl]-1,2,3,4-tetrahydro-naphthalen-1-yl}-amide CN1N=CC(=C1C)C1=NC=2C(=NC=CC2C=2C=C3CCCC(C3=CC2)NC(=O)C2=NC(=NO2)C(C)(C)C)N1